C(=O)C=1C(=NC(=NC1)SC)N(CC(=O)OC)[C@H](COC)C methyl (S)-N-(5-formyl-2-(methylthio)pyrimidin-4-yl)-N-(1-methoxypropan-2-yl)glycinate